3-methoxy-2-(1H-pyrrol-1-yl)aniline COC=1C(=C(N)C=CC1)N1C=CC=C1